dl-2,6-dicarboxyphenyl-carbodiimide C(=O)(O)C1=C(C(=CC=C1)C(=O)O)N=C=N